IC=1C=C(C=C(C1)SC1=CC=C(C=C1)C)N1CC2=CC=CC=C2C1 2-(3-iodo-5-(p-tolylthio)phenyl)isoindoline